diethyl (E)-2-methylbut-2-enedioate C/C(/C(=O)OCC)=C\C(=O)OCC